COC(COC1=CC(=C(C=C1)O)[N+](=O)[O-])(C)C 4-(2-methoxy-2-methylpropyloxy)-2-nitrophenol